FC=1C=C(C=CC1C1CCN(CC1)C)C=1C=C2C(N(C=NC2=CC1)C(C(=O)NC=1SC=CN1)C1=CC=CC=C1)=O 2-(6-(3-Fluoro-4-(1-methylpiperidin-4-yl)phenyl)-4-oxoquinazolin-3(4H)-yl)-2-phenyl-N-(thiazol-2-yl)acetamide